(4-(6-(azetidin-1-yl)pyrazolo[1,5-a]pyrazin-4-yl)phenyl)methylamine trifluoroacetate FC(C(=O)O)(F)F.N1(CCC1)C=1N=C(C=2N(C1)N=CC2)C2=CC=C(C=C2)CN